[2-bromo-3-chloro-5-[[4-(1-ethylpropylamino)-5-methyl-pyrimidin-2-yl]amino]phenyl]methanol BrC1=C(C=C(C=C1Cl)NC1=NC=C(C(=N1)NC(CC)CC)C)CO